(N,N,N',N'-tetramethyl-1,3-propanediamine) nickel(II) chloride [Ni](Cl)Cl.CN(CCCN(C)C)C